2-amino-N-(3-chloro-2-methylphenyl)-6-({[2-(trifluoromethyl)phenyl]carbonyl}amino)-1H-benzimidazole-4-carboxamide NC1=NC2=C(N1)C=C(C=C2C(=O)NC2=C(C(=CC=C2)Cl)C)NC(=O)C2=C(C=CC=C2)C(F)(F)F